N-benzyl-2-(methoxymethyl)-6-({[2-(trifluoromethyl)phenyl]carbonyl}amino)-1H-benzimidazole-4-carboxamide C(C1=CC=CC=C1)NC(=O)C1=CC(=CC=2NC(=NC21)COC)NC(=O)C2=C(C=CC=C2)C(F)(F)F